C(C)(C)(C)N(C(=O)OC(C1=CNC2=CC=CC=C12)CCCCF)C1=CC=C(C=C1)C=O fluorobutyl-3-indolyl-methanol tert-butyl-N-(4-formylphenyl)carbamate